1-(4-chlorophenyl)-4-(5-(4-methylpiperazin-1-yl)-2-(trifluoromethyl)benzyl)piperazine ClC1=CC=C(C=C1)N1CCN(CC1)CC1=C(C=CC(=C1)N1CCN(CC1)C)C(F)(F)F